NC=1SC=C(N1)C1=CC(=C(C=C1)N1C2CN(CC1CC2)C(=O)OC(C)(C)C)F tert-butyl 8-(4-(2-aminothiazol-4-yl)-2-fluorophenyl)-3,8-diazabicyclo[3.2.1]octane-3-carboxylate